methyl 2-ethyl-3-oxo-1,2,3,4-tetrahydrothieno[2,3-b]pyrazine-6-carboxylate C(C)C1NC2=C(NC1=O)SC(=C2)C(=O)OC